Methanesulfonyl chloride CS(=O)(=O)Cl